NC1=NC=NN2C1=C(C=C2C=2C=NC(=C(C(=O)N[C@@H]1CN(C[C@@H]1F)S(=O)(=O)CC(C)C)C2)OC([2H])([2H])[2H])CN2CC(C2)(F)F 5-{4-amino-5-[(3,3-difluoroazetidin-1-yl)methyl]pyrrolo[2,1-f][1,2,4]triazin-7-yl}-N-[(3R,4S)-4-fluoro-1-(2-methylpropanesulfonyl)pyrrolidin-3-yl]-2-(methoxy-d3)nicotinamide